N-((1r,4r)-4-(3-chloro-4-cyanophenoxy)cyclohexyl)-6-(4-(formyl)piperidin-1-yl)pyridazine-3-carboxamide ClC=1C=C(OC2CCC(CC2)NC(=O)C=2N=NC(=CC2)N2CCC(CC2)C=O)C=CC1C#N